lithium phenylbis(2,4,6-trimethylbenzoyl)phosphine oxide C1(=CC=CC=C1)P(C(C1=C(C=C(C=C1C)C)C)=O)(C(C1=C(C=C(C=C1C)C)C)=O)=O.[Li]